CC(=CCC1=C(C=C2C(=C1O)C(=O)C(=C(O2)CC=C(C)C)C3=CC=C(C=C3)O)O[C@H]4C(C([C@@H](C(O4)CO)O)O)O)C Diprenylgenistein